N-(1-((2-(azetidin-3-yl)-2H-tetrazol-5-yl)methyl)-3-(2,5-bis(difluoromethoxy)phenyl)-1H-pyrazol-4-yl)pyrazolo[1,5-a]pyrimidine-3-carboxamide N1CC(C1)N1N=C(N=N1)CN1N=C(C(=C1)NC(=O)C=1C=NN2C1N=CC=C2)C2=C(C=CC(=C2)OC(F)F)OC(F)F